N-(2-(5-bromopyridin-3-yl)-2-azaspiro[3.3]heptane-6-yl)-4-methoxy-6-methylnicotinamide BrC=1C=C(C=NC1)N1CC2(C1)CC(C2)NC(C2=CN=C(C=C2OC)C)=O